C(C)N1C[C@H](CCC1)NC=1N=NC(=CC1C#N)C1=C(C=C(C=C1C)C(F)(F)F)O (S)-3-((1-ethylpiperidin-3-yl)amino)-6-(2-hydroxy-6-methyl-4-(trifluoromethyl)phenyl)pyridazine-4-carbonitrile